4-[1-[[4-[2-(3-Fluorophenoxy)ethyl-methyl-amino]tetrahydropyran-4-carbonyl]amino]cyclopropyl]benzoic acid, hydrochloride Cl.FC=1C=C(OCCN(C2(CCOCC2)C(=O)NC2(CC2)C2=CC=C(C(=O)O)C=C2)C)C=CC1